(S)-2-carboxy-3,9,10-trimethoxy-6,8,13,13a-tetrahydro-5H-dibenzo[a,g]quinolizine C(=O)(O)C=1C(=CC2=C([C@@H]3CC4=C(CN3CC2)C(=C(C=C4)OC)OC)C1)OC